FC(C=1C(NN=C(C1)CCCC1(CC1)C(=O)N1CCN(CC1)C1=NC=C(C=N1)C(F)(F)F)=O)(F)F 4-(trifluoromethyl)-6-(3-(1-(4-(5-(trifluoromethyl)pyrimidin-2-yl)piperazine-1-carbonyl)cyclopropyl)propyl)pyridazin-3(2H)-one